C(C1=CC=CC=C1)OC1CC(C1)(C(F)F)CO[Si](C1=CC=CC=C1)(C1=CC=CC=C1)C(C)(C)C ((3-(benzyloxy)-1-(difluoromethyl)cyclobutyl)methoxy)(tert-butyl)diphenylsilane